ClC1=CC=C(C=C1)N1C(CCCC12CCN(CC2)C2=NC(=CC=C2)C2=CC=C(C=C2)F)=O 1-(4-chlorophenyl)-9-(6-(4-fluorophenyl)pyridin-2-yl)-1,9-diazaspiro[5.5]undecan-2-one